3-[5-(4-benzyl-1,3-thiazol-2-yl)-2-chloropyrrolo[2,3-d]pyrimidin-7-yl]-5-(1-methyl-5,6-dihydro-2H-pyridin-3-yl)cyclopentane-1,2-diol C(C1=CC=CC=C1)C=1N=C(SC1)C1=CN(C=2N=C(N=CC21)Cl)C2C(C(C(C2)C=2CN(CCC2)C)O)O